COCCCCCCCCCC(=O)O 10-methoxy-decanoic acid